2-[4-[8-[3-chloro-4-[4-[2-[3-[(dimethylamino)methyl]azetidin-1-yl]ethyl]piperazine-1-carbonyl]anilino]imidazo[1,2-a]pyrazin-3-yl]-2,3-difluorophenoxy]acetonitrile ClC=1C=C(NC=2C=3N(C=CN2)C(=CN3)C3=C(C(=C(OCC#N)C=C3)F)F)C=CC1C(=O)N1CCN(CC1)CCN1CC(C1)CN(C)C